(4-dodecylphenyl)-2-hydroxy-2-methylpropane-1-one C(CCCCCCCCCCC)C1=CC=C(C=C1)C(C(C)(C)O)=O